C1C=CN2C=C(C=C12)C(=O)N Pyrrolizine-6-carboxamide